N-[(2S)-1-Hydroxypropan-2-yl]-6-(6-methylpyridin-3-yl)-3-oxo-2,3-dihydropyridazine-4-carboxamide OC[C@H](C)NC(=O)C=1C(NN=C(C1)C=1C=NC(=CC1)C)=O